9-ethyl-3-ethynyl-6,6-dimethyl-5,6-dihydro-11H-benzo[b]carbazol-11-one C(C)C1=CC2=C(C(C=3NC4=CC(=CC=C4C3C2=O)C#C)(C)C)C=C1